4-[(4-phenylbutyl)amino]butan-1-ol C1(=CC=CC=C1)CCCCNCCCCO